(5S)-tert-butyl 5-methyl-2-oxo-3-(3,4,5-trifluorobenzoyl)piperidine-1-carboxylate C[C@H]1CC(C(N(C1)C(=O)OC(C)(C)C)=O)C(C1=CC(=C(C(=C1)F)F)F)=O